C(CC)NC(NCCCCC(CO)CO)=O 3-propyldimethylolamyl-urea